C(C)(=O)[C@](C(=O)O)(O)C1=CC=CC=C1 acetyl-r-mandelic acid